(S)-7-(2-methyl-3-(4-(tert-pentyl)phenyl)propyl)-2-thia-7-azaspiro[3.5]nonane 2,2-dioxide C[C@H](CN1CCC2(CS(C2)(=O)=O)CC1)CC1=CC=C(C=C1)C(C)(C)CC